CC(C)C(CCC(CCCCCCCCCC)C)(O)C 2,3,6-trimethyl-hexadecan-3-ol